C(C1=CC=CC=C1)(=O)O.OC=1C=C(OC2CN(C2)C(CCC(C#N)(C2=CC=CC=C2)C2=CC=CC=C2)(C)C)C=CC1 5-[3-(3-hydroxyphenoxy)azetidin-1-yl]-5-methyl-2,2-diphenyl-hexanenitrile benzoate